ClC1=CC2=C(OC(CN2)CNC(=O)C2CCN(CC2)NC(CO[C@@H]2C[C@@H](C2)OC(F)(F)F)=O)C=C1 N-((6-chloro-3,4-dihydro-2H-benzo[b][1,4]oxazin-2-yl)methyl)-1-(2-(cis-3-(trifluoromethoxy)cyclobutoxy)acetamido)piperidine-4-carboxamide